CC(C)(C1=CC=C(C=C1)O)C2=CC(=C(C=C2)O)O The molecule is a bisphenol (methylenediphenol) having hydroxy functions at C-3, C-4 and C-4', and gem-dimethyl groups on the methylene bridge. It derives from a bisphenol A.